3-bromo-2-(3-buten-1-yl)-6-methoxypyridine BrC=1C(=NC(=CC1)OC)CCC=C